C(C)N1CCCNCCC1 Ethyl-1,5-diazocane